C(CCCCCCCCCCCCCCC)ONOCCCCCCCCCCCCCCCC di-hexadecyloxyamine